FC1=C(C=CC(=C1F)B1OC(C(O1)(C)C)(C)C)C=1C(=NN(C1)C1=CC=C(C=N1)NC(OC(C)(C)C)=O)C tert-butyl (6-(4-(2,3-difluoro-4-(4,4,5,5-tetramethyl-1,3,2-dioxaborolan-2-yl)phenyl)-3-methyl-1H-pyrazol-1-yl)pyridin-3-yl)carbamate